C(/C1=CC=CC=C1)=C(\C=N[C@@H](CCCNC(N)=N)C(=O)O)/CCCCC [(2E)-2-benzylideneheptylidene]-L-arginine